COC(=O)[C@@H]1COC[C@H](C1)OC=1C(=NC(=CC1)C=1N=NN(C1CO)C)C |r| (±)-trans-5-((6-(5-(hydroxymethyl)-1-methyl-1H-1,2,3-triazol-4-yl)-2-methylpyridin-3-yl)oxy)tetrahydro-2H-pyran-3-carboxylic acid methyl ester